C(C1=CC=CC=C1)OC(C(CC=O)NC(=O)OC(C)(C)C)=O 2-((tert-butoxycarbonyl)amino)-4-oxobutanoic acid benzyl ester